CC(CC(C)(C)C)(C)OOC(C(=O)[O-])(CCCC)CC Dl-1,1,3,3-tetramethylbutylperoxy-2-ethylhexanoate